C(C=C)(=O)N1C[C@@H]2COC3=C(C(N2CC1)=O)C(=NC(=C3Cl)C3=C(C=CC=C3O)F)N3C[C@](OCC3)(C)COC (6aR)-8-acryloyl-4-chloro-3-(2-fluoro-6-hydroxyphenyl)-1-((R)-2-(methoxymethyl)-2-methylmorpholino)-6,6a,7,8,9,10-hexahydro-12H-pyrazino[2,1-c]pyrido[3,4-f][1,4]oxazepin-12-one